1H-indazol-6-ol N1N=CC2=CC=C(C=C12)O